Tertiary butyl-lithium C(C)(C)(C)[Li]